2-((1-(4-azidobutyl)cyclopropyl)amino)-3-nitrobenzoic acid N(=[N+]=[N-])CCCCC1(CC1)NC1=C(C(=O)O)C=CC=C1[N+](=O)[O-]